CCCCCCCCCCCCCCC(=O)OC[C@H](COP(=O)(O)OC[C@@H](C(=O)O)N)OC(=O)CCCCC/C=C\C/C=C\C/C=C\C/C=C\CCCCC 1-pentadecanoyl-2-(7Z,10Z,13Z,16Z-docosatetraenoyl)-glycero-3-phosphoserine